2-tert-octylamino-4,6-dichloro-1,3,5-triazine C(C)(C)(CC(C)(C)C)NC1=NC(=NC(=N1)Cl)Cl